O1C(=CC=C1)CNC1=NC=C(C=2N1C=NN2)C2=CC=C(C=C2)N2CCN(CC2)CCCCCCNC(OC(C)(C)C)=O tert-butyl (6-(4-(4-(5-((furan-2-ylmethyl)amino)-[1,2,4]triazolo[4,3-c]pyrimidin-8-yl)phenyl)piperazin-1-yl)hexyl)carbamate